7-(2-chloro-4-fluorobenzyl)-8-(1-fluoro-4-(trifluoromethyl)cyclohexyl)-1-(3-hydroxypropyl)-3-methyl-3,7-dihydro-1H-purine-2,6-dione ClC1=C(CN2C(=NC=3N(C(N(C(C23)=O)CCCO)=O)C)C2(CCC(CC2)C(F)(F)F)F)C=CC(=C1)F